4-iodo-2,5-dimethoxybenzaldehyde IC1=CC(=C(C=O)C=C1OC)OC